10-[4-(cyclopentylamino)phenyl]-N-[4-methyl-3-(trifluoromethyl)-phenyl]-12-oxo-6,6a,7,8,9,10-hexahydro-5H-pyrido[1,2-b][2]benzazepine-9-carboxamide C1(CCCC1)NC1=CC=C(C=C1)C1C(CCC2C1=CC(C=1N(C2)CC=CC1)=O)C(=O)NC1=CC(=C(C=C1)C)C(F)(F)F